1-(4-(4-((5-cyclopropyl-3-(2,6-dichlorophenyl)isoxazol-4-yl)methoxy)piperidin-1-yl)phenyl)cyclopropane-1-carboxylic acid C1(CC1)C1=C(C(=NO1)C1=C(C=CC=C1Cl)Cl)COC1CCN(CC1)C1=CC=C(C=C1)C1(CC1)C(=O)O